CC1=CC=C(C=C1)S(=O)(=O)OC(C(C)(C)O)([2H])[2H] 2-hydroxy-2-methylpropyl-1,1-d 4-methylbenzenesulfonate